C1(=CC=CC=C1)CCO Phenylethyl Alcohol